FC=1C=C(C=C(C1)F)N1N=C(C(=C1)[C@H]1O[C@@H](C(N1CCC=1C=C2CC(NC2=CC1)=O)=O)C)C=1C=NC(=CC1)F (2R,5R)-2-(1-(3,5-difluorophenyl)-3-(6-fluoropyridin-3-yl)-1H-pyrazol-4-yl)-5-methyl-3-(2-(2-oxoindolin-5-yl)ethyl)oxazolidin-4-one